BrC1=CC=CC2=C1SC(=C2)C(C)C 7-bromo-2-isopropylbenzo[b]thiophene